N1(CCC1)[C@H]1CN2C(OC1)=C(C=N2)S(=O)(NC(NC2=C1C(CCC1=CC=1CCCC21)C)=O)=NC(C2=CC=CC=C2)(C2=CC=CC=C2)C2=CC=CC=C2 (6S)-6-(azetidin-1-yl)-N-((3-methyl-1,2,3,5,6,7-hexahydro-s-indacen-4-yl)carbamoyl)-N'-trityl-6,7-dihydro-5H-pyrazolo[5,1-b][1,3]oxazine-3-sulfonimidamide